2-(propyldithio)benzo[d]thiazole C(CC)SSC=1SC2=C(N1)C=CC=C2